CCCCCCCCCCCCC/C=C/[C@H]([C@H](CO[C@H]1[C@@H]([C@H]([C@@H]([C@H](O1)CO)O[C@H]2[C@@H]([C@H]([C@H]([C@H](O2)CO)O[C@H]3[C@@H]([C@H]([C@H]([C@H](O3)CO)O)O[C@H]4[C@@H]([C@H]([C@H]([C@H](O4)CO)O)O[C@@]5(C[C@@H]([C@H]([C@@H](O5)[C@@H]([C@@H](CO)O)O)NC(=O)C)O)C(=O)O)O)NC(=O)C)O[C@@]6(C[C@@H]([C@H]([C@@H](O6)[C@@H]([C@@H](CO)O)O)NC(=O)C)O)C(=O)O)O)O)O)NCCC(=O)CCCCC(=O)N[C@@H](CO[C@H]7[C@@H]([C@H]([C@@H]([C@H](O7)CO)O[C@H]8[C@@H]([C@H]([C@H]([C@H](O8)CO)O[C@H]9[C@@H]([C@H]([C@H]([C@H](O9)CO)O)O[C@H]1[C@@H]([C@H]([C@H]([C@H](O1)CO)O)O[C@@]1(C[C@@H]([C@H]([C@@H](O1)[C@@H]([C@@H](CO)O)O)NC(=O)C)O)C(=O)O)O)NC(=O)C)O[C@@]1(C[C@@H]([C@H]([C@@H](O1)[C@@H]([C@@H](CO)O)O)NC(=O)C)O)C(=O)O)O)O)O)[C@@H](/C=C/CCCCCCCCCCCCC)O)O The molecule is a ganglioside derivative derived from two GD1a skeletons linked through their amino nitrogen atoms by an adipoyl (hexanedioyl) group. It derives from an alpha-NeuNAc-(2->3)-beta-D-Gal-(1->3)-beta-D-GalNAc-(1->4)-[alpha-NeuNAc-(2->3)]-beta-D-Gal-(1->4)-beta-D-Glc-(1<->1')-Cer.